1'-oxo-[3,6'-biisoquinolin] O=C1NC=CC2=CC(=CC=C12)C=1N=CC2=CC=CC=C2C1